C1(=CC=CC2=CC=CC=C12)C1=CC=C(C=C1)OB(O)O (4-(1-naphthyl)phenyl)boric acid